S1C(=CC=C1)C=1C=NC2=C3N=CC(=CC3=CC=C2C1)C=1SC=CC1 3,8-di(thien-2-yl)-1,10-phenanthroline